FC(COC1=C(C=CC=C1)C1=NC(=CC2=C1CN(C2=O)C2=CC=C(OCC(C#N)(C)C)C=C2)C(C)(C)O)F 3-(4-{4-[2-(2,2-difluoroethoxy)phenyl]-6-(2-hydroxypropan-2-yl)-1-oxo-1,3-dihydro-2H-pyrrolo[3,4-c]pyridin-2-yl}phenoxy)-2,2-dimethylpropanenitrile